FC=1C=C2C=C(NC2=CC1)C(=O)N1CCC(CC1)C=1C=C2CN(C(C2=CC1)=O)C1C(NC(CC1)=O)=O 3-(5-(1-(5-fluoro-1H-indole-2-carbonyl)piperidin-4-yl)-1-oxoisoindolin-2-yl)piperidine-2,6-dione